ClC=1C=C(C=CC1)C(CO)NC(=O)C=1N=CN(C1)C1=NC(=NC=C1C)NC1=CC(=C(C=C1)F)N1CCOCC1 N-(1-(3-chlorophenyl)-2-hydroxy-ethyl)-1-(2-((4-fluoro-3-morpholino-phenyl)amino)-5-methyl-pyrimidin-4-yl)-1H-imidazole-4-carboxamide